((S)-1-(((2R,3R,4S,5R)-5-(6-amino-2-chloro-9H-purin-9-yl)-4-fluoro-3-hydroxytetrahydrofuran-2-yl)methoxy)-2-ethoxy-2-oxoethyl)phosphonic acid NC1=C2N=CN(C2=NC(=N1)Cl)[C@H]1[C@H]([C@@H]([C@H](O1)CO[C@H](C(=O)OCC)P(O)(O)=O)O)F